ClC1=C(C(=C2N1CCN(C2)C(=O)NC2CCC(CC2)(F)F)C(=O)N)C2=CC(=CC=C2)F 6-chloro-N2-(4,4-difluoro-cyclohexyl)-7-(3-fluorophenyl)-3,4-dihydropyrrolo[1,2-a]pyrazine-2,8(1H)-dicarboxamide